Cl.C12CCCC(N1)C2 6-azabicyclo[3.1.1]heptane hydrochloride